2-(1-acetylazetidin-3-yl)-5-methyl-4-nitroisoindoline-1,3-dione C(C)(=O)N1CC(C1)N1C(C2=CC=C(C(=C2C1=O)[N+](=O)[O-])C)=O